C1(CC1)N1CC(C1)CN1C(C(C2=CC=C(C=C12)C(=O)NC1=CNC2=CC=CC=C12)(C)C)=O ((1-Cyclopropylazetidin-3-yl)methyl)-N-(1H-indol-3-yl)-3,3-dimethyl-2-oxoindoline-6-carboxamide